C1(CC1)CN1CCN(CC1)C1=C(C=C(C(=C1)OC)NC1=NC=NC(=C1)N1OCC[C@@H]1C1=CC(=CC=C1)C(F)(F)F)NC(C=C)=O (R)-N-(2-(4-(cyclopropylmethyl)piperazin-1-yl)-4-methoxy-5-((6-(3-(3-(trifluoromethyl)phenyl)isoxazolidin-2-yl)pyrimidin-4-yl)amino)phenyl)acrylamide